titanium tetra(methoxyethanol) COC(C)O.COC(C)O.COC(C)O.COC(C)O.[Ti]